N-(3-Cyano-4-((3,4-dihydro-2H-pyrimido[1,2-c]quinazolin-10-yl)oxy)pyridin-2-yl)propane-1-sulfonamide C(#N)C=1C(=NC=CC1OC1=CC=2C=3N(C=NC2C=C1)CCCN3)NS(=O)(=O)CCC